3-((4-fluoro-2-methylphenyl)-amino)-5-(tri-fluoromethyl)pyrazine-2-carboxylic acid FC1=CC(=C(C=C1)NC=1C(=NC=C(N1)C(F)(F)F)C(=O)O)C